SCC(=O)NC1=CC=C(C=C1)N(C1=CC=CC=C1)C mercapto-N-(4-(methyl-(phenyl)amino)phenyl)acetamide